NC1=CC=C(C(=N1)CC)C=1C(=NC2=CC=CC=C2C1)C(=O)NCC1=CC=CC=C1 (6-amino-2-ethylpyridin-3-yl)-N-benzylquinoline-2-carboxamide